1-methyl-N-((6-((5-methyl-1,3,4-oxadiazol-2-yl)methoxy)-1H-indol-2-yl)methyl)cyclopropane-1-carboxamide CC1(CC1)C(=O)NCC=1NC2=CC(=CC=C2C1)OCC=1OC(=NN1)C